CCCC=C 4-methyl-butene